(4-(4-(8-bromoquinoxalin-2-yl)-1H-pyrazol-1-yl)piperidin-1-yl)-N-((2-(2,6-dioxopiperidin-3-yl)-1-oxoisoindolin-5-yl)methyl)-5-oxopentanoic acid amide BrC=1C=CC=C2N=CC(=NC12)C=1C=NN(C1)C1CCN(CC1)C(C(=O)NCC=1C=C2CN(C(C2=CC1)=O)C1C(NC(CC1)=O)=O)CCC=O